BrC1=C2C(=NC=C1)N(C(=C2)C=O)S(=O)(=O)C2=CC=CC=C2 4-bromo-1-(phenylsulfonyl)-1H-pyrrolo[2,3-b]pyridine-2-carbaldehyde